C(#N)C1=CC(=C(COC2=CC=CC(=N2)C2=C(C(=C(CC3=NC4=C(N3CCOC)C=C(C=C4)C(=O)OC)C=C2F)F)F)C=C1)F methyl 2-(4-(6-((4-cyano-2-fluorobenzyl) oxy) pyridin-2-yl)-2,3,5-trifluorobenzyl)-1-(2-methoxyethyl)-1H-benzo[d]imidazole-6-carboxylate